CC1=C(C=C(C(=O)NC2=NC=CC(=C2)C(F)(F)F)C=C1)N1N=CC(=C1)C=1C=NC(=NC1)NC 4-Methyl-3-[4-[2-(methylamino)pyrimidin-5-yl]pyrazol-1-yl]-N-[4-(trifluoromethyl)-2-pyridyl]benzamide